bisammonium phosphate P(=O)([O-])([O-])O.[NH4+].[NH4+]